9-(4-chloro-2-fluoro-phenyl)-7-[(2S,4R)-2-[1-(3,3-difluorocyclobutyl)-6-keto-3-pyridyl]tetrahydropyran-4-yl]-2,3-dimethyl-pyrazino[1,2-a]pyrimidin-4-one ClC1=CC(=C(C=C1)C1=NC(=CN2C1=NC(=C(C2=O)C)C)[C@H]2C[C@H](OCC2)C2=CN(C(C=C2)=O)C2CC(C2)(F)F)F